C(C)(C)(C)C=1C=C(C=C(C1O)C)CCC(=O)OCC(C)(C)C1OCOCC12COCOC2 2-(3-(3-tert-butyl-4-hydroxy-5-methylphenyl)-propionyloxy)-1,1-dimethylethyl-2,4,8,10-tetraoxaspiro(5.5)undecane